NC1=C2C(=NC=N1)N(N=C2C2=CC=C(C=C2)OC2=CC=CC=C2)C2CCN(CC2)C2CCC1(CN(C1)C1CN(C1)C=1C=C3C(N(C(C3=CC1)=O)C1C(NC(CC1)=O)=O)=O)CC2 5-(3-(7-(4-(4-amino-3-(4-phenoxyphenyl)-1H-pyrazolo[3,4-d]pyrimidin-1-yl)piperidin-1-yl)-2-azaspiro[3.5]non-2-yl)azetidin-1-yl)-2-(2,6-dioxopiperidin-3-yl)isoindoline-1,3-dione